O[C@H]1[C@@H](OC2=CC(=CC(=C2C1=O)OCOC)OCOC)C1=CC(=C(C(=C1)OCOC)OCOC)OCOC (trans)-3-hydroxy-5,7-bis(methoxymethoxy)-2-(3,4,5-tris(methoxymethoxy)phenyl)chroman-4-one